C(C)(C)(C)C1=CC(=NC=C1)C1=NC=CC(=C1)C(C)(C)C 4,4'-bis-tert-butyl-2,2'-bipyridyl